N1(C=NC=C1)C1=CC(=C(C=C1)C1=CC=2OCCN(C2N=N1)C1C[C@H]2CC[C@@H](C1)N2C(=O)OC(C)(C)C)OCOC tert-butyl (1R,3s,5S)-3-(3-(4-(1H-imidazol-1-yl)-2-(methoxymethoxy)phenyl)-6,7-dihydro-8H-pyridazino[4,3-b][1,4]oxazin-8-yl)-8-azabicyclo[3.2.1]octane-8-carboxylate